methyl 2-(2-((5-(3-(aminomethyl)phenyl)benzofuran-3-yl)methoxy)-3-cyanophenyl)acetate NCC=1C=C(C=CC1)C=1C=CC2=C(C(=CO2)COC2=C(C=CC=C2C#N)CC(=O)OC)C1